2,3-DiacetoxyBenzaldehyde C(C)(=O)OC1=C(C=O)C=CC=C1OC(C)=O